(±)-1-fluoro-N-(4-methyl-3-(trifluoromethyl)phenyl)-6,7,8,9-tetrahydro-5H-5,8-epiminocyclohepta[c]pyridine-10-carboxamide FC1=NC=CC2=C1CC1CCC2N1C(=O)NC1=CC(=C(C=C1)C)C(F)(F)F